7-(2-(4-(6-fluoro-2,3-dihydrobenzofuran-4-yl)piperazin-1-yl)ethyl)-3,4-dihydroquinolin-2(1H)-one-4,4-d2 FC1=CC2=C(CCO2)C(=C1)N1CCN(CC1)CCC1=CC=C2C(CC(NC2=C1)=O)([2H])[2H]